BrC1=NC=C(C(=C1)N1C(C(=C(C=C1C)O)Cl)=O)C 2'-bromo-3-chloro-4-hydroxy-5',6-Dimethyl-2H-[1,4'-bipyridyl]-2-one